N-(4-(2-((2-Methoxyphenyl)amino)-7-oxo-5-((triisopropylsilyl)ethynyl)pyrido[2,3-d]pyrimidin-8(7H)-yl)phenyl)acrylamide COC1=C(C=CC=C1)NC=1N=CC2=C(N1)N(C(C=C2C#C[Si](C(C)C)(C(C)C)C(C)C)=O)C2=CC=C(C=C2)NC(C=C)=O